N(=[N+]=[N-])CC1N(CC(N(C1)C(=O)[O-])C)C1=C(N=NC(=C1)Cl)Cl 5-(azidomethyl)-4-(3,6-dichloropyridazin-4-yl)-2-methylpiperazine-1-carboxylate